chloro-4-((5-fluoropyrimidin-4-yl)methoxy)-2'-(2-(2-hydroxypropan-2-yl)pyrimidin-4-yl)-5',6-dimethyl-2H-[1,4'-bipyridin]-2-one ClC=1C(N(C(=CC1OCC1=NC=NC=C1F)C)C1=CC(=NC=C1C)C1=NC(=NC=C1)C(C)(C)O)=O